1-(2-(6-(3-(trifluoromethyl)phenyl)-1H-pyrazolo[4,3-b]pyridin-1-yl)acetyl)azetidin-3-yl 4-methylbenzenesulfonate CC1=CC=C(C=C1)S(=O)(=O)OC1CN(C1)C(CN1N=CC2=NC=C(C=C21)C2=CC(=CC=C2)C(F)(F)F)=O